2-(1-(1-(4-(propan-2-ylidene)cyclohexyl)piperidin-4-yl)-3-(pyrrolidin-1-ylmethyl)-1H-indol-2-yl)ethyl sulfamate S(N)(OCCC=1N(C2=CC=CC=C2C1CN1CCCC1)C1CCN(CC1)C1CCC(CC1)=C(C)C)(=O)=O